(4-(2-chloro-5-fluorophenyl)-1-(1-cyclopropyl-1H-pyrazol-4-yl)-6-oxo-5,6-dihydro-1H-pyrrolo[3,2-c]pyridin-3-yl)-3-fluoro-5-(trifluoromethyl)benzamide ClC1=C(C=C(C=C1)F)C=1NC(C=C2C1C(=CN2C=2C=NN(C2)C2CC2)C2=C(C(=O)N)C=C(C=C2F)C(F)(F)F)=O